CC1=C(C=C(C(=O)N)C=C1)C#CC=1C=NC=C(C1)C1=CC=CC=C1 4-methyl-3-[(5-phenylpyridin-3-yl)ethynyl]Benzamide